4-Methoxy-naphthalene-1-sulfonic acid [4-fluoro-2-(6-methanesulfonylaminocarbonyl-pyridin-2-ylethynyl)-phenyl]-amide FC1=CC(=C(C=C1)NS(=O)(=O)C1=CC=C(C2=CC=CC=C12)OC)C#CC1=NC(=CC=C1)C(=O)NS(=O)(=O)C